4H,6H,7H-thieno[3,2-c]Pyran-3-carboxamide S1C=C(C=2COCCC21)C(=O)N